N-(4-fluoro-2-(4-methylpiperazin-1-yl)-5-(5-(((tetrahydro-2H-pyran-4-yl)amino)methyl)pyridin-3-yl)phenyl)-6-oxo-4-(trifluoromethyl)-1,6-dihydropyridine-3-carboxamide FC1=CC(=C(C=C1C=1C=NC=C(C1)CNC1CCOCC1)NC(=O)C1=CNC(C=C1C(F)(F)F)=O)N1CCN(CC1)C